5-[2-[4-[[1-(4-amino-2-fluoro-phenyl)-4-piperidyl]methoxy]-1-piperidyl]pyrimidin-5-yl]-3-[3-[[ethyl(methyl)sulfamoyl]amino]-2,6-difluoro-benzoyl]-1-trityl-pyrrolo[2,3-b]pyridine NC1=CC(=C(C=C1)N1CCC(CC1)COC1CCN(CC1)C1=NC=C(C=N1)C=1C=C2C(=NC1)N(C=C2C(C2=C(C(=CC=C2F)NS(N(C)CC)(=O)=O)F)=O)C(C2=CC=CC=C2)(C2=CC=CC=C2)C2=CC=CC=C2)F